4-trifluoromethyl-benzo[d]thiazol-2-amine FC(C1=CC=CC2=C1N=C(S2)N)(F)F